C(C=C)(=O)N1C(CN(CC1)C=1N=C2C(=NC1)NC=C2C(=O)N[C@@H](CO)C2=CC=C(C=C2)F)(C)C |r| Racemic-2-(4-acryloyl-3,3-di-methylpiperazin-1-yl)-N-[1-(4-fluorophenyl)-2-hydroxyethyl]-5H-pyrrolo[2,3-b]pyrazine-7-carboxamide